2-(thiophen-3-yl)morpholine S1C=C(C=C1)C1CNCCO1